ClC=1SC2=C(N1)C=CC(=C2C(=O)N[C@H]2[C@H](CC2)C(NC2=CC1=C(OC(O1)(F)F)C=C2)=O)OC 2-Chloro-N-((1R,2S)-2-((2,2-difluorobenzo[d][1,3]dioxol-5-yl)carbamoyl)cyclobutyl)-6-methoxybenzo[d]thiazole-7-carboxamide